3,9-di(2,4-di-tert-butylphenoxy)-2,4,8,10-tetraoxa-3,9-diphosphaspiro[5.5]undecane C(C)(C)(C)C1=C(OP2OCC3(CO2)COP(OC3)OC3=C(C=C(C=C3)C(C)(C)C)C(C)(C)C)C=CC(=C1)C(C)(C)C